NCCOCCOCCNC(COC1=C2C(N(C(C2=CC=C1)=O)C1C(NC(CC1)=O)=O)=O)=O N-(2-(2-(2-aminoethoxy)ethoxy)ethyl)-2-((2-(2,6-dioxopiperidin-3-yl)-1,3-dioxoisoindolin-4-yl)oxy)acetamide